2-(4-(methoxymethoxy)phenyl)chroman-4-one COCOC1=CC=C(C=C1)C1OC2=CC=CC=C2C(C1)=O